1,2'-binaphthalen C1(=CC=CC2=CC=CC=C12)C1=CC2=CC=CC=C2C=C1